N4-cyclohexyl-5-(1-methyl-1H-pyrazol-4-yl)-N2-(2-(pyridin-4-yl)ethyl)pyrimidine-2,4-diamine C1(CCCCC1)NC1=NC(=NC=C1C=1C=NN(C1)C)NCCC1=CC=NC=C1